tris(4'-hydroxyphenyl) borate B(OC1=CC=C(C=C1)O)(OC1=CC=C(C=C1)O)OC1=CC=C(C=C1)O